3,4-diphenyl-bromobenzene C1(=CC=CC=C1)C=1C=C(C=CC1C1=CC=CC=C1)Br